CNC1=CC=C(OC2=CC=C(C=C2)C2=CC3=C(C(N(C(O3)=O)CC(=O)O)=O)N=C2)C=C1 2-(7-{4-[4-(methylamino)phenoxy]phenyl}-2,4-dioxo-2H-pyrido[2,3-e][1,3]oxazin-3(4H)-yl)acetic acid